O.[N+]1(=CC=C(C=C1)C1=CC=[N+](C=C1)[O-])[O-] 4,4'-bipyridine-N,N'-dioxide hydrate